(S)-10-((5-Chloro-2-((3-hydroxy-3-methylbutyl)(methyl)amino)pyrimidin-4-yl)amino)-2-cyclopropyl-3,3-difluoro-7-methyl-1,2,3,4-tetrahydro-[1,4]oxazepino[2,3-c]chinolin-6(7H)-on ClC=1C(=NC(=NC1)N(C)CCC(C)(C)O)NC1=CC=2C3=C(C(N(C2C=C1)C)=O)OCC([C@@H](N3)C3CC3)(F)F